[C@@H]1([C@@H](O)[C@H](O)[C@H](O1)CO)C1=C(C(NC(N1)=O)=O)C=O (beta-D-arabinofuranosyl)-5-formyluracil